BrC=1SC2=C(N1)C(=C(C(=C2)O)F)Cl 2-bromo-4-chloro-5-fluorobenzo[d]thiazol-6-ol